C=C1CC/C=C(/C)CC[C@@H]2[C@@H]1CC2(C)C gamma-caryophyllene